CC1=C(C=CC=C1C(F)(F)F)CC(=O)O 2-(2-methyl-3-(trifluoromethyl)phenyl)acetic acid